difluorophosphorus lithium [Li].F[P]F